tri(trimethylsiloxy)silylnorborneneN C[Si](O[Si](O[Si](C)(C)C)(O[Si](C)(C)C)C1=C2CCC(=C1)C2)(C)C